N-((5-((trimethylsilyl)ethynyl)pyridin-2-yl)methyl)ethanamine C[Si](C)(C)C#CC=1C=CC(=NC1)CNCC